O1C(CCCC1)N1N=CC(=C1)C1=CC=C(C=C1)N1CCC(CC1)N1CCCC1 1-(1-(4-(1-(tetrahydro-2H-pyran-2-yl)-1H-pyrazol-4-yl)phenyl)piperidin-4-yl)pyrrolidine